OC1=C(C(=CC(=C1)C(F)(F)F)C)C=1C=CC=2C(N1)=NN(C2)C2CNC(NC2)=O 5-[6-[2-hydroxy-6-methyl-4-(trifluoromethyl)phenyl]pyrazolo[3,4-b]pyridin-2-yl]hexahydropyrimidin-2-one